3-O-[R-3-Hydroxymyristoyl]-N-[R-3-hydroxydecanoyl]-glucosamine O[C@@H](CC(=O)O[C@@H]1[C@H](C(O)O[C@@H]([C@H]1O)CO)NC(C[C@@H](CCCCCCC)O)=O)CCCCCCCCCCC